C1NCC12CN(CC2)C(=O)OC(C)(C)C tert-butyl 2,6-diazaspiro[3.4]oct-ane-6-carboxylate